C(C)(C)(C)OC(N(C)C1CN(CC1)C1=NC=C(C(=N1)OCC)C(NC1=CC2=CN(N=C2C(=C1)F)C)=O)=O (1-(4-ethoxy-5-((7-fluoro-2-methyl-2H-indazol-5-yl)carbamoyl)pyrimidin-2-yl)pyrrolidin-3-yl)(methyl)carbamic acid tert-butyl ester